Cl.NC1(CN(CCC1)C=O)C (3-amino-3-methylpiperidin-1-yl)methanone hydrochloride